O1C(=CC=C1)CN[C@@H](CCCCN)C(=O)O N-2-furylmethyl-L-lysine